lithium toluenedisulfonate C(C1=CC=CC=C1)(S(=O)(=O)[O-])S(=O)(=O)[O-].[Li+].[Li+]